fluoro-2-iodo-3-methoxybenzene FC1=C(C(=CC=C1)OC)I